C[Si](C1=CC=C(C=C1)N1CCNCC1)(C)C 1-[4-(Trimethylsilyl)phenyl]piperazine